3-[3-Methyl-2-oxo-4-(piperazin-1-ylmethyl)benzimidazol-1-yl]piperidine-2,6-dione CN1C(N(C2=C1C(=CC=C2)CN2CCNCC2)C2C(NC(CC2)=O)=O)=O